ClC1=CC2=C(N(S(N=C2N2C[C@H](N(C[C@@H]2C)C(C=C)=O)C)(=O)=O)C2=C(C=NN2C(C)C)C)N=C1C1=C(C=CC=C1)F 1-((2R,5S)-4-(6-chloro-7-(2-fluorophenyl)-1-(4-methyl-1-(2-propanyl)-1H-pyrazol-5-yl)-2,2-dioxido-1H-pyrido[2,3-c][1,2,6]thiadiazin-4-yl)-2,5-dimethyl-1-piperazinyl)-2-propen-1-one